1-methyl-7-(1-methyl-3-(trifluoromethyl)-1H-pyrazol-4-yl)-2-oxo-1,2,3,4-tetrahydro-[1,4]diazepine CN1C(CNCC=C1C=1C(=NN(C1)C)C(F)(F)F)=O